C1(CC1)S(=O)(=O)NC1=NC=CC(=N1)C(C(=O)NC1=NC=C(C=C1)C1=NC(=CN=C1)C1CC1)CC 2-(2-(cyclopropanesulfonylamino)pyrimidin-4-yl)-N-(5-(6-cyclopropylpyrazin-2-yl)pyridin-2-yl)butyramide